C(CCC)C=1C=C(C(=NC1)N)F 5-butyl-3-fluoropyridin-2-amine